C(C1=CC=CC=C1)(=O)[C@@](C=O)(O)[C@@](O)([C@](O)([C@H](O)C(O)C(C1=CC=CC=C1)=O)C(C1=CC=CC=C1)=O)C(C1=CC=CC=C1)=O 2,3,4,6-tetrabenzoyl-glucose